3-[(3-amino-2-fluorophenyl)methyl]-7-(cyclopropylmethoxy)-3,4-dihydro-2H-1,3-benzoxazin-2-one NC=1C(=C(C=CC1)CN1C(OC2=C(C1)C=CC(=C2)OCC2CC2)=O)F